O1CC(C1)[C@@H](C)NC(=O)C1=CC2=CC=CC(=C2C=C1)C1=CC=C(C=C1)C(F)(F)F (R)-N-(1-(oxetan-3-yl)ethyl)-5-(4-(trifluoromethyl)phenyl)-2-naphthamide